(2S)-5-(3-butoxyphenyl)-2-{4,7,10-tris[(1S)-1-carboxy-2-hydroxyethyl]-1,4,7,10-tetraazacyclododecan-1-yl}pentanoic acid C(CCC)OC=1C=C(C=CC1)CCC[C@@H](C(=O)O)N1CCN(CCN(CCN(CC1)[C@@H](CO)C(=O)O)[C@@H](CO)C(=O)O)[C@@H](CO)C(=O)O